1-(4-chlorophenyl)-N-(1-methylpiperidin-3-yl)-5,6,7,8-tetrahydropyrido[3,4-d]pyridazin-4-amine ClC1=CC=C(C=C1)C1=C2C(=C(N=N1)NC1CN(CCC1)C)CNCC2